2-{3-[(2-ethoxy-4-methanesulfonyl-phenyl)amino]prop-1-yn-1-yl}-N-[(1S,4S)-4-{2-oxa-6-azaspiro[3.3]heptan-6-yl}cyclohexyl]-1-(2,2,2-trifluoroethyl)-1H-indol-4-amine C(C)OC1=C(C=CC(=C1)S(=O)(=O)C)NCC#CC=1N(C=2C=CC=C(C2C1)NC1CCC(CC1)N1CC2(COC2)C1)CC(F)(F)F